NC=1C(=NC(=C(N1)C=1OC=CN1)C=1C=CC=2N(C1)C(=CN2)C)C(=O)N[C@@H]2C[C@@H](C2)N(C)C cis-3-amino-N-(3-(dimethylamino)cyclobutyl)-6-(3-methylimidazo[1,2-a]pyridin-6-yl)-5-(oxazol-2-yl)pyrazine-2-carboxamide